C(C=C)(=O)OC(CC[Si](OC)(OC)OC)CCCCC γ-acryloxyoctyltrimethoxysilane